FC1=C(C(=CC(=C1)OC)F)C=1C(=NN(C1NC1=C(C=C(C=C1)C)[N+](=O)[O-])C)C 4-(2,6-difluoro-4-methoxyphenyl)-1,3-dimethyl-N-[4-methyl-2-nitrophenyl]-1H-pyrazol-5-amine